C(C)(=O)[O-].CN1C=[N+](C=C1)CC(CCCC)CC 1-methyl-3-(2-ethylhexyl)imidazolium acetate